tert-butyl N-[(9R,10E,13S)-16-fluoro-3,9-dimethyl-8-oxo-3,4,7-triazatricyclo[12.3.1.02,6]octadeca-1(18),2(6),4,10,14,16-hexaen-13-yl]carbamate FC=1C=C2[C@H](C/C=C/[C@H](C(NC=3C=NN(C3C(C1)=C2)C)=O)C)NC(OC(C)(C)C)=O